FC=1C=C(C=CC1)CC(C)(N)C 1-(3-fluorophenyl)-2-methylpropan-2-amine